N-[5-(2-chloro-4-methoxyphenyl)-2-({5-fluoro-1H-imidazo[4,5-b]pyridin-2-yl}methyl)imidazo[1,2-a]pyridin-8-yl]acetamide ClC1=C(C=CC(=C1)OC)C1=CC=C(C=2N1C=C(N2)CC=2NC=1C(=NC(=CC1)F)N2)NC(C)=O